7-(4-(dimethoxymethyl)piperidin-1-yl)phthalazin-1(2H)-one COC(C1CCN(CC1)C1=CC=C2C=NNC(C2=C1)=O)OC